(3R,4R)-4-((7-(5-(2,2-difluoroethyl)-3-fluoropyridin-2-yl)-5-fluoropyrrolo[2,1-f][1,2,4]triazin-2-yl)amino)-1-(methylsulfonyl)piperidin-3-ol FC(CC=1C=C(C(=NC1)C1=CC(=C2C=NC(=NN21)N[C@H]2[C@@H](CN(CC2)S(=O)(=O)C)O)F)F)F